[2-(3-chlorophenoxy)ethoxy]tetrahydropyran-4-carboxylic acid ClC=1C=C(OCCOC2OCCC(C2)C(=O)O)C=CC1